FC1=C(C=CC=C1F)C1=CN=C2N1C=CC=C2C2=NC=C(C(=C2)C(=O)NC2=CC=C(C=C2)F)C(F)(F)F 2-(3-(2,3-difluorophenyl)imidazo[1,2-a]pyridin-8-yl)-N-(4-fluorophenyl)-5-(trifluoromethyl)pyridine-4-carboxamide